chloro(2-di-tert-butylphosphino-2',4',6'-triisopropyl-1,1'-biphenyl) ClC=1C(=C(C=CC1)C1=C(C=C(C=C1C(C)C)C(C)C)C(C)C)P(C(C)(C)C)C(C)(C)C